P(O)(=O)(OP(=O)(O)OP(=O)(O)O)OC[C@@H]1[C@H]([C@H]([C@@H](O1)N1C=NC=2C(N)=NC=NC12)F)O 2'-Fluoro-2'-deoxyadenosine-5'-Triphosphate